N1(CCOCC1)C1=CC=C(CC2=C(C=CC=C2)CC(CC)=O)C=C1 (4-morpholinylbenzyl-phenyl)butanone